CC1(OC2=C(C(=CC(=C2CC1)C)C)C)C 2,2,5,7,8-pentamethylchroman